C(C)OC(C=C1CCN(CC1)C(=O)OC(C)(C)C)=O tert-butyl 4-(2-ethoxy-2-oxo-ethylidene)piperidine-1-carboxylate